C(C)(C)(C)OC(N(C[C@@H]1CNCCC1)C)=O.FC1=C(C(=C(C(=C1[B-](C1=C(C(=C(C(=C1F)F)F)F)F)(C1=C(C(=C(C(=C1F)F)F)F)F)C1=C(C(=C(C(=C1F)F)F)F)F)F)F)F)F.C1(=CC=CC=C1)C(C1=CC=CC=C1)(C1=CC=CC=C1)[CH2+] triphenylmethyl-carbenium tetrakis(pentafluorophenyl)borate tert-butyl-N-methyl-N-([(3S)-piperidin-3-yl]methyl)carbamate